din-butyl malate C(C(O)CC(=O)OCCCC)(=O)OCCCC